5-((4-aminonaphthalen-1-yl)oxy)-3,4-dihydro-1,8-naphthyridin-2(1H)-one NC1=CC=C(C2=CC=CC=C12)OC1=C2CCC(NC2=NC=C1)=O